6-Fluoro-1H-indole-7-carbonitrile FC1=CC=C2C=CNC2=C1C#N